dinormalbutyl maleate C(\C=C/C(=O)OCCCC)(=O)OCCCC